(R)-1-(Difluoromethyl)-N'-((3-ethyl-1,2,3,5,6,7-hexahydrodicyclopenta[b,e]pyridin-8-yl)carbamoyl)-1H-pyrazole-3-sulfonimidamide FC(N1N=C(C=C1)[S@@](=O)(N)=NC(NC1=C2C(=NC3=C1CCC3)C(CC2)CC)=O)F